FC=1C(=C(C=C(C1)[N+](=O)[O-])S(=O)(=O)Cl)C 3-fluoro-2-methyl-5-nitrobenzenesulfonyl chloride